NC=1N=C(C2=C(N1)C=C(C=N2)CN2C[C@@H](CC2)O)NC2=C(C(=CC=C2)Cl)C (R)-1-((2-amino-4-((3-chloro-2-methylphenyl)amino)pyrido[3,2-d]pyrimidin-7-yl)methyl)pyrrolidin-3-ol